2-(2-fluorophenyl)-6-methoxy-3,4-dihydroisoquinolin-1(2H)-one FC1=C(C=CC=C1)N1C(C2=CC=C(C=C2CC1)OC)=O